NC=1SC(=C(C1C(=O)OC)C)C(NC1=C(C=C(C=C1C)C)C)=O Methyl 2-amino-4-methyl-5-[(2,4,6-trimethylphenyl)carbamoyl]thiophene-3-carboxylate